pyrazolo[5,1-b][1,3]thiazole-7-carbaldehyde S1C=2N(C=C1)N=CC2C=O